COC=1NC2=C(N1)C=CC=C2 methoxybenzoimidazol